CC(C=O)CC 2-methyl-butyraldehyde